N-[4-[2-[2-[(1r,4r)-(4-aminocyclohexyl)amino]pyrimidin-4-yl]-4-methylphenoxy]-3-fluorophenyl]2-chlorobenzenesulfonamide NC1CCC(CC1)NC1=NC=CC(=N1)C1=C(OC2=C(C=C(C=C2)NS(=O)(=O)C2=C(C=CC=C2)Cl)F)C=CC(=C1)C